4-(N-methyl-N-(3-(N-Boc-L-alanylamino)-4-methoxyphenyl)-amino)coumarin CN(C1=CC(=C(C=C1)OC)NC([C@@H](NC(=O)OC(C)(C)C)C)=O)C1=CC(OC2=CC=CC=C12)=O